N-[3-[6-(difluoromethoxy)-3,4-dihydro-2H-1-benzopyran-7-yl]-1H-pyrazol-4-yl]pyrazolo[1,5-a]pyrimidine-3-carboxamide FC(OC=1C(=CC2=C(CCCO2)C1)C1=NNC=C1NC(=O)C=1C=NN2C1N=CC=C2)F